OC=1C=C(CNC(C2=C(C=CC(=C2)NC(=O)C=2OC=CC2)N2CCOCC2)=O)C=CC1OC N-(3-hydroxy-4-methoxybenzyl)-2-morpholinyl-5-furoylaminobenzamide